C1(CC1)C(=O)NC1=C(C(=CC=2SC(=CC21)C(=O)OCC)OC)O ethyl 4-(cyclopropanecarboxamido)-5-hydroxy-6-methoxybenzo[b]thiophene-2-carboxylate